2,4,4-trimethylpentyl phosphate P(=O)(OCC(CC(C)(C)C)C)([O-])[O-]